oxa[4,7,10,14]tetraazacycloheptadecino[17,16-h]quinoline N1=CC=CC2=CC=C3C(=C12)C=NC=CC=NC=CN=CC=NC=CO3